ClC=1C=2C=3N(C(=NC2C=CC1)NC=1C(N=CC=NC1)=O)N=C(N3)C=3C=NN(C3)C (6R)-6-{[10-chloro-2-(1-methyl-1H-pyrazol-4-yl)[1,2,4]triazolo[1,5-c]quinazolin-5-yl]amino}-1,4-diazepin-5-one